C(C)OC1=CC2=C(N=C(S2)C2=C3N=CC(=NC3=CC(=C2)C)OC)C(=C1)C(C(C)(C)C)O 1-(6-ethoxy-2-(2-methoxy-7-methylquinoxalin-5-yl)benzo[d]Thiazol-4-yl)-2,2-dimethylpropan-1-ol